(S,E)-1-((1-((4-(Cyclopropylmethyl)-7-fluoro-3H-imidazo[4,5-c]pyridin-2-yl)methyl)-2-oxo-1,2-dihydropyridin-3-yl)amino)-7-(dimethylamino)-1,7-dioxohept-5-en-2-yl-dimethylcarbamat C1(CC1)CC1=NC=C(C2=C1NC(=N2)CN2C(C(=CC=C2)NC([C@@H](CC\C=C\C(=O)N(C)C)CN(C([O-])=O)C)=O)=O)F